3-[2-chloro-5-(2-chlorophenyl)-4-fluoro-phenyl]-5-methyl-4H-isoxazole-5-carboxylic acid ethyl ester C(C)OC(=O)C1(CC(=NO1)C1=C(C=C(C(=C1)C1=C(C=CC=C1)Cl)F)Cl)C